2-(4'-(2-methoxyethoxy)-[1,1'-biphenyl]-4-yl)-2-methylpropanoic acid COCCOC1=CC=C(C=C1)C1=CC=C(C=C1)C(C(=O)O)(C)C